CN(C(C1=C(C=CC(=C1)F)N1C=C(C=2C1=CN=CC2)C2CN(CC2)C[C@@H]2CC[C@H](CC2)NS(=O)(=O)C)=O)C(C)C N-methyl-5-fluoro-N-isopropyl-2-(3-(1-((trans-4-(methylsulfonamido)cyclohexyl)methyl)pyrrolidin-3-yl)-1H-pyrrolo[2,3-c]pyridin-1-yl)benzamide